ethyl 1-(4-(2-hydroxyethyl) benzyl)-1H-pyrazole-4-carboxylate OCCC1=CC=C(CN2N=CC(=C2)C(=O)OCC)C=C1